C(C)(=O)C1=NN(C=2C=CC=C(C12)C(=O)NCC1=CC=CC=C1)CC(=O)N(C1CC1)CC(=O)NCC1=C(C(=CC=C1)Cl)F 3-acetyl-N-benzyl-1-(2-((2-(3-chloro-2-fluorophenylmethylamino)-2-oxoethyl)(cyclopropyl)amino)-2-oxoethyl)-1H-indazole-4-carboxamide